C(C)(C)(C)C1N(CC12CCC(CC2)C=2N=C(N1C(=NC=CC12)N)C1=CC=C(C=C1)OC1=CC=CC=C1)C(=O)OC(COC1=CC=CC=C1)CNCCNC1=C(C=CC=C1)C phenoxy-3-((2-(o-tolylamino)ethyl)amino)propan-2-ol tert-butyl-7-(5-amino-3-(4-phenoxyphenyl)imidazo[1,5-c]pyrimidin-1-yl)-2-azaspiro[3.5]nonane-2-carboxylate